6-chloro-3-(((R)-1-(3,6-dimethyl-2-((1R,5S,6R)-6-(4-methyl-1H-pyrazol-3-yl)-3-azabicyclo[3.1.0]hexan-3-yl)-4-oxo-3,4-dihydroquinazolin-8-yl)ethyl)amino)-N-(methylsulfonyl)picolinamide ClC1=CC=C(C(=N1)C(=O)NS(=O)(=O)C)N[C@H](C)C=1C=C(C=C2C(N(C(=NC12)N1C[C@H]2C([C@H]2C1)C1=NNC=C1C)C)=O)C